4-Amino-1-(3-methyl-1-benzofuran-6-yl)-2-oxo-7-(trifluoromethyl)-1,2-dihydroquinoline-3-carboxylic acid methyl ester COC(=O)C=1C(N(C2=CC(=CC=C2C1N)C(F)(F)F)C1=CC2=C(C(=CO2)C)C=C1)=O